ClC1=NC(=C(C=O)C=C1)NC1CCCC1 6-chloro-2-(cyclopentylamino)nicotinaldehyde